5-[4-amino-5-(trifluoromethyl)pyrrolo[2,1-f][1,2,4]triazin-7-yl]-N-[(3R,4S)-4-fluoro-1-(2-fluorobenzoyl)pyrrolidin-3-yl]-2-(trifluoromethoxy)benzamide NC1=NC=NN2C1=C(C=C2C=2C=CC(=C(C(=O)N[C@@H]1CN(C[C@@H]1F)C(C1=C(C=CC=C1)F)=O)C2)OC(F)(F)F)C(F)(F)F